ClC1=NC=C2C(N1)=NC=C2 2-chloro-1H-pyrrolo[2,3-d]pyrimidine